ClC=1C=C(C#N)C=C(C1)OC1=C(N=CN(C1=O)CC1=NNC(C(=C1)C1=C(C=CC=C1OC)F)=O)C(F)(F)F 3-chloro-5-((1-((5-(2-fluoro-6-methoxyphenyl)-6-oxo-1,6-dihydropyridazin-3-yl)methyl)-6-oxo-4-(trifluoromethyl)-1,6-dihydropyrimidin-5-yl)oxy)benzonitrile